1-bromo-2-(cyclopentyloxymethyl)-4-iodo-benzene BrC1=C(C=C(C=C1)I)COC1CCCC1